N-(trifluoromethyl-thio)phenylglycine FC(SNC(C1=CC=CC=C1)C(=O)O)(F)F